2-(2-phenyl-1,2,3,4-tetrahydroquinolin-6-yl)propan-2-ol Methyl-[4-Ethyl-(Piperazin-1-yl)]Propanoat CC(C(=O)OC(C)(C)C=1C=C2CCC(NC2=CC1)C1=CC=CC=C1)(C)N1CCN(CC1)CC